F[C@@H]1C[C@@]2(CCCN2C1)COC1=NC2=C(C(=CC=C2C(=N1)N1C[C@@H]2CC[C@H](CC1)N2)C2=CC(=CC1=CC=CC(=C21)F)O)F 4-(2-{[(2R,7aS)-2-fluoro-hexahydro-1H-pyrrolizin-7a-yl]methoxy}-4-[(1S,6R)-3,9-diazabicyclo[4.2.1]nonan-3-yl]-8-fluoroquinazolin-7-yl)-5-fluoronaphthalen-2-ol